C(CC(O)(C(=O)O)CC(=O)[O-])(=O)[O-].[NH4+].[NH4+] bis-ammonium citrate